C(C1=CC=CC=C1)OC=1C(=C(C=C2C(=NC(=NC12)OC1CCOCC1)N1[C@@H]2CN([C@H](C1)C2)C(=O)OC(C)(C)C)C2CC2)C2=C1C=NN(C1=CC(=C2C)F)C2OCCCC2 tert-butyl (1S,4S)-5-{8-(benzyloxy)-6-cyclopropyl-7-[6-fluoro-5-methyl-1-(oxan-2-yl)-1H-indazol-4-yl]-2-[(oxan-4-yl)oxy]quinazolin-4-yl}-2,5-diazabicyclo[2.2.1]heptane-2-carboxylate